O=C1N(CC2=CC(=CC=C12)C=1C(=NNC1)C1=CC=CC=C1)C1C(NC(CC1)=O)=O 3-(1-Oxo-5-(3-phenyl-1H-pyrazol-4-yl)isoindolin-2-yl)piperidine-2,6-dione